5-chloro-2-fluoro-4-methylaniline ClC=1C(=CC(=C(N)C1)F)C